O.O.C(CC(O)(C(=O)O)CC(=O)O)(=O)O citric acid, dihydrate